FC1(OC2=C(O1)C=C(C(=C2)N)I)F 2,2-difluoro-6-iodo-1,3-benzodioxol-5-amine